Cl.COC=1C=C2C(=NC(=NC2=CC1OC)C(F)(F)F)N1CCN(CCC1)S(=O)(=O)N 4-(6,7-dimethoxy-2-(trifluoromethyl)quinazolin-4-yl)-1,4-diazepane-1-sulfonamide hydrochloride